C1(=CC=CC=C1)[C@]1(O)[C@H](O)[C@@H](O)[C@@H](O)[C@H](O1)CO phenyl-β-D-galactose